C(#N)C1=CNC2=C(C=CC(=C12)CC)NC(C(F)(F)F)=O (3-cyano-4-ethyl-1H-indol-7-yl)-2,2,2-trifluoroacetamide